[Na].C[C@H]1C(=NNC(C1)=O)C1=CC=C(C=C1)NN=C(C#N)C#N (R)-[[4-(1,4,5,6-tetrahydro-4-methyl-6-oxo-3-pyridazinyl)phenyl]hydrazono]malononitrile sodium